1-Phenyl-2,4(1H,3H)-pyrimidinedione C1(=CC=CC=C1)N1C(NC(C=C1)=O)=O